diethyl ((((1S,4R)-4-(6-chloro-9H-purin-9-yl)-1-methylcyclopent-2-en-1-yl)oxy)methyl)phosphonate ClC1=C2N=CN(C2=NC=N1)[C@H]1C=C[C@@](C1)(C)OCP(OCC)(OCC)=O